arachidyl n-decanoate C(CCCCCCCCC)(=O)OCCCCCCCCCCCCCCCCCCCC